2-((R)-3-(((benzyloxy)carbonyl)(5-(5,6,7,8-tetrahydro-1,8-naphthyridin-2-yl)pentyl)amino)pyrrolidin-1-yl)-2-(3-fluoro-5-isopropyl-2-methoxyphenyl)acetic acid C(C1=CC=CC=C1)OC(=O)N([C@H]1CN(CC1)C(C(=O)O)C1=C(C(=CC(=C1)C(C)C)F)OC)CCCCCC1=NC=2NCCCC2C=C1